1-(3-((4-(2-methyl-2,8-diazaspiro[4.5]decan-8-yl)-2-(pyridin-4-yl)pyrido[3,4-d]pyrimidin-5-yl)oxy)azetidin-1-yl)ethan-1-one CN1CC2(CC1)CCN(CC2)C=2C1=C(N=C(N2)C2=CC=NC=C2)C=NC=C1OC1CN(C1)C(C)=O